S(=O)(=O)([O-])C1=CC=C(C)C=C1.C(CCC)OC1=CC=C(C=C1)[S+](C1=CC=CC=C1)C1=CC=CC=C1 (p-butoxyphenyl)diphenylsulfonium tosylate